(2-amino-5-((4-methoxybenzyl)oxy)pyridin-3-yl)dimethylphosphine oxide NC1=NC=C(C=C1P(C)(C)=O)OCC1=CC=C(C=C1)OC